1,3-di(2-pyridyl)benzene N1=C(C=CC=C1)C1=CC(=CC=C1)C1=NC=CC=C1